N[C@@H]1[C@@H](OCC12CCN(CC2)C=2N=CC(=NC2)SC=2C(=C1C(N(C=NC1=CC2)CCS(=O)(=O)C)=O)Cl)C 6-((5-((3S,4S)-4-amino-3-methyl-2-oxa-8-azaspiro[4.5]decan-8-yl)pyrazin-2-yl)thio)-5-chloro-3-(2-(methylsulfonyl)ethyl)quinazolin-4(3H)-one